ClC1=C(C=CC(=C1)C1=CC2=C(C(=NO2)C2=CC(=C(C=C2)F)O)C=C1)O 2-Chloro-4-(3-(4-fluoro-3-hydroxyphenyl)benzo[d]isoxazol-6-yl)phenol